N-(3-(2-chloro-4-((cyclooct-4-en-1-oxy)methyl)phenoxy)propyl)-N-methylpropan-2-yn-1-amine ClC1=C(OCCCN(CC#C)C)C=CC(=C1)COC1CCC=CCCC1